4-methyl-5-butyldihydro-2(3H)-furanone CC1CC(OC1CCCC)=O